(R)-(+)-4-OXO-2-AZETIDINECARBOXYLIC ACID O=C1C[C@@H](N1)C(=O)O